3-(3,5-Dimethoxyphenyl)-6-methoxy-4-benzofurancarboxylic acid-4-chlorophenyl ester ClC1=CC=C(C=C1)OC(=O)C=1C=C(C=C2C1C(=CO2)C2=CC(=CC(=C2)OC)OC)OC